C(#N)C=1C=C(C=NC1OC[C@@](CC(C)C)(C)NC(OC(C)(C)C)=O)C1=CC(=NC=C1)C(F)F (S)-tert-butyl (1-((5-cyano-2'-(difluoromethyl)-[3,4'-bipyridin]-6-yl)oxy)-2,4-dimethylpentan-2-yl)carbamate